C(#N)C=1C=C2CCCN(C2=CC1)C1=NN(C2=NC(=CN=C21)N2CCC(CC2)(C)CNC(OC(C)(C)C)=O)C2OCCCC2 tert-butyl N-({1-[3-(6-cyano-1,2,3,4-tetrahydroquinolin-1-yl)-1-(oxan-2-yl)-1H-pyrazolo[3,4-b]pyrazin-6-yl]-4-methylpiperidin-4-yl}methyl)carbamate